(5α,6α)-7,8-didehydro-4,5-epoxy-3-methoxy-17-methylmorphinan-6-ol COC=1C=CC=2C[C@@H]3[C@@H]4C=C[C@@H]([C@H]5[C@@]4(C2C1O5)CCN3C)O